BrC1=NN2C(N=CC(=C2N[C@H]2C(CN(CC2)C(=O)OC(C)(C)C)(C)C)C(=O)O)=C1 (R)-2-bromo-7-((1-(tert-butoxycarbonyl)-3,3-dimethylpiperidin-4-yl)amino)pyrazolo[1,5-a]pyrimidine-6-carboxylic acid